tert-butyl N-((2-(4-benzyl-2-(hydroxymethyl)piperazin-1-yl)pyrimidin-5-yl)methyl)-N-i-butoxycarbonyl-carbamate C(C1=CC=CC=C1)N1CC(N(CC1)C1=NC=C(C=N1)CN(C(OC(C)(C)C)=O)C(=O)OCC(C)C)CO